4-(isopropylamino)-N-(3-(methylsulfonamido)propyl)-2-(6-oxo-1,6-dihydropyridin-3-yl)thieno[2,3-b]pyridine-5-carboxamide C(C)(C)NC1=C2C(=NC=C1C(=O)NCCCNS(=O)(=O)C)SC(=C2)C2=CNC(C=C2)=O